C(C1=CC=CC=C1)OC(=O)N[C@H]1[C@H]2CC[C@@H](C1)N2C(=O)OC(C)(C)C tert-butyl (1R,2R,4S)-2-(((benzyloxy)carbonyl)amino)-7-azabicyclo[2.2.1]heptane-7-carboxylate